(Difluoromethoxy)phenylboronic acid FC(OC1=C(C=CC=C1)B(O)O)F